CC1=NC(=CC(=N1)C(=O)N1CC2(C1)C=C(C(C(C2)(C)C)=O)C#N)C 2-(2,6-dimethylpyrimidine-4-carbonyl)-8,8-dimethyl-7-oxo-2-azaspiro[3.5]non-5-ene-6-carbonitrile